5-chloro-1'-{2-[2-(3-hydroxy-3-methylcyclobutyl)-1-oxo-7-(trifluoromethyl)-5-isoindolinyloxy]ethyl}spiro[indoline-3,4'-piperidin]-2-one ClC=1C=C2C(=CC1)NC(C21CCN(CC1)CCOC=1C=C2CN(C(C2=C(C1)C(F)(F)F)=O)C1CC(C1)(C)O)=O